5-(6-exo-hydroxy-3-phenyl-3a-(1-phenylvinyl)-1,3a,4,5,6,6a-hexahydropentalen-2-yl)pentanoic acid OC1CCC2(C(=C(CC12)CCCCC(=O)O)C1=CC=CC=C1)C(=C)C1=CC=CC=C1